C(C)(C)(C)OC(=O)N1C[C@H](OCC1)CN1CCC(CC1)NC=1C=2N(C=C(C1)C(C)O)C(=CN2)C(=C)C |r| Rac-(2R)-2-[[4-[[6-(1-hydroxyethyl)-3-isopropenyl-imidazo[1,2-a]pyridin-8-yl]amino]-1-piperidinyl]methyl]morpholine-4-carboxylic acid tert-butyl ester